tert-butoxycarbonyl-3-(4-(methoxycarbonyl)benzoyl)-2-methylindole C(C)(C)(C)OC(=O)C1=C2C(=C(NC2=CC=C1)C)C(C1=CC=C(C=C1)C(=O)OC)=O